(R or S)-5-(6-(2-hydroxy-6-methyl-4-(trifluoromethyl)phenyl)-2H-pyrazolo[3,4-b]pyridin-2-yl)-1-isopropylpiperidin-2-one OC1=C(C(=CC(=C1)C(F)(F)F)C)C=1C=CC=2C(N1)=NN(C2)[C@@H]2CCC(N(C2)C(C)C)=O |o1:21|